NC1=C(C(=NN1C(C)C)C1=CC(=C(C=C1)CC(NC=1SC2=C(N1)C=CC=C2C(F)(F)F)=O)F)C(=O)N 5-Amino-3-(3-fluoro-4-(2-oxo-2-((7-(trifluoromethyl)benzo[d]thiazol-2-yl)amino)ethyl)phenyl)-1-isopropyl-1H-pyrazole-4-carboxamide